CN1C(=NC=C1C(=O)OC(C)(C)C)CN1C[C@H](CC1)N1C(N(C=2C1=NC=CC2)C2=CC=C(C=C2)N2CCOCC2)=O tert-Butyl (S)-1-methyl-2-((3-(1-(4-morpholinophenyl)-2-oxo-1,2-dihydro-3H-imidazo[4,5-b]pyridin-3-yl)pyrrolidin-1-yl)methyl)-1H-imidazole-5-carboxylate